C(=O)OCCCCCCCC.C(=O)OCCCCCCCC dioctyl diformate